N-[(1R)-1-[6-(hydroxymethyl)pyridin-2-yl]ethyl]propionamide OCC1=CC=CC(=N1)[C@@H](C)NC(CC)=O